4-[1-isopropyl-4-(trifluoromethyl)imidazol-2-yl]-3-methoxybenzonitrile C(C)(C)N1C(=NC(=C1)C(F)(F)F)C1=C(C=C(C#N)C=C1)OC